5-(3-(2-methoxyethoxy)propyl)-2-phenyl-1H-indol-7-amine COCCOCCCC=1C=C2C=C(NC2=C(C1)N)C1=CC=CC=C1